CN1N=CC(=C1)CN (1-Methyl-1H-pyrazol-4-yl)methanamine